8-iodo-4,6-dimethylnonyl nonyloxymethyl ether C(CCCCCCCC)OCOCCCC(CC(CC(C)I)C)C